O1C(CCC1)C(CCCCCCC\C=C/C\C=C/CCCCC)OCC(COC=O)COC(CCC(OCCCCCCCC)OCCCCCCCC)C1OCCC1 methanoic acid-2-({[(10Z,12Z)-1-oxolanyl octadeca-9,12-dienyl] oxy} methyl)-8-(octyloxy)-5-oxolanyl-4,9-dioxaheptadec-1-yl ester